N-(4-((3-chloro-2-fluorophenyl)amino)-7-((1,4-dimethylpiperidin-4-yl)ethynyl)quinazolin-6-yl)acrylamide ClC=1C(=C(C=CC1)NC1=NC=NC2=CC(=C(C=C12)NC(C=C)=O)C#CC1(CCN(CC1)C)C)F